ClC1=C(C=NN1)C1=CC=C2C(N(C=NC2=C1)[C@H](C)C=1C=C(C(=O)NC2CCN(CC2)C)C=CC1)=O (R)-3-(1-(7-(5-Chloro-1H-pyrazol-4-yl)-4-oxoquinazolin-3(4H)-yl)ethyl)-N-(1-methylpiperidin-4-yl)benzamide